ClC1=NC=C(C(=N1)N(N)C)C(=O)NC=1C=C(C(=O)OCC)C=CC1F ethyl 3-(2-chloro-4-(1-methylhydrazinyl)pyrimidine-5-carboxamido)-4-fluorobenzoate